C[C@@H]1N(CCN(C1)C1=NC=C(C=C1)S(F)(F)(F)(F)F)C(=O)C1CC(C1)OC[C@H](C)NC1=C(C(NN=C1)=O)C(F)(F)F 5-(((S)-1-((1R,3R)-3-((S)-2-methyl-4-(5-(pentafluoro-λ6-sulfanyl)pyridine-2-yl)piperazine-1-carbonyl)cyclobutoxy)propan-2-yl)amino)-4-(trifluoromethyl)pyridazin-3(2H)-one